oxa[5,6,9]triazacyclotridecine-11,13-dion O1CC=CN=NC=CN=CC(CC1=O)=O